1-methyl-N-(1-methylpyrazol-4-yl)piperidin-3-amine CN1CC(CCC1)NC=1C=NN(C1)C